FC(C(=O)N1CC(C1)N1C2=C(N=C(C1=O)C1=CC=C(C=C1)C(F)(F)F)C=CC=N2)=C 4-(1-(2-fluoroacryloyl)azetidin-3-yl)-2-(4-(trifluoromethyl)phenyl)pyrido[2,3-b]pyrazin-3(4H)-one